(1R,1R)-2-aminocyclohexanol NC1[C@@H](CCCC1)O